NC1=NC2=CC(=C(C=C2C=C1CO)C(=O)N(C1COC2=C1C=CC(=C2)C(F)(F)F)CC2COC2)F 2-amino-7-fluoro-3-(hydroxymethyl)-N-(oxetan-3-ylmethyl)-N-(6-(trifluoromethyl)-2,3-dihydrobenzofuran-3-yl)quinoline-6-carboxamide